C(CCCCCCC\C=C/CCCCCCCC)N(CCO)CCCCCCCC\C=C/CCCCCCCC 2-(Di((Z)-octadec-9-en-1-yl)amino)ethan-1-ol